N-cyclopropyl-2-[3-[(trans)-2-[4-(3-pyrrolidin-1-ylpropyl)-2-pyridyl]vinyl]-1-tetrahydroPyran-2-yl-indazol-6-yl]sulfanylbenzamide C1(CC1)NC(C1=C(C=CC=C1)SC1=CC=C2C(=NN(C2=C1)C1OCCCC1)\C=C\C1=NC=CC(=C1)CCCN1CCCC1)=O